OCCCOCCCCOC1CCN(CC1)C(=O)OC(C)(C)C tert-butyl 4-[4-(3-hydroxypropoxy)butoxy]piperidine-1-carboxylate